6-(4-Boc-piperazin-1-yl)-3-cycloheptyl-Pyridine methyl-(1S,3R)-3-hydroxycyclohexane-1-carboxylate COC(=O)[C@@H]1C[C@@H](CCC1)O.C(=O)(OC(C)(C)C)N1CCN(CC1)C1=CC=C(C=N1)C1CCCCCC1